O[C@@H]1[C@H](CCCC1)OC=1C=CC=C2CN(C(C12)=O)CC1=CC=C(C=C1)C1=NN(C=C1)C 7-(((1S,2S)-2-hydroxycyclohexyl)oxy)-2-(4-(1-methyl-1H-pyrazol-3-yl)benzyl)isoindolin-1-one